OC1=C(N2C(C3=CC=CC=C13)=CC=N2)C(=O)NCC(=O)O (6-hydroxypyrazolo[5,1-a]isoquinoline-5-carbonyl)glycin